O=C1OC2=C(N1)C=CC(=C2)NC(O[C@@H](COC2=C(C=C1C(=N2)SC(=N1)C1=C2N=CC(=NC2=CC(=C1)C)OC)F)C)=O (R)-1-((6-fluoro-2-(2-methoxy-7-methylquinoxalin-5-yl)thiazolo[5,4-b]pyridin-5-yl)oxy)propan-2-yl (2-oxo-2,3-dihydrobenzo[d]oxazol-6-yl)carbamate